2-(2-chloro-6-fluoro-4-((3R,4aS,8aS)-3-methyloctahydroquinoxalin-1(2H)-yl)phenoxy)ethan-1-ol ClC1=C(OCCO)C(=CC(=C1)N1C[C@H](N[C@H]2CCCC[C@H]12)C)F